C1(=CC=CC=C1)C1=NC(=CC(=N1)C=1C=C(C=C(C1)N1C2=CC=C(C=C2C=2C=C(C=CC12)C(C)(C)C)C(C)(C)C)N1C2=CC=C(C=C2C=2C=C(C=CC12)C(C)(C)C)C(C)(C)C)C1=CC=CC=C1 9,9'-(5-(2,6-diphenylpyrimidin-4-yl)-1,3-phenylene)bis(3,6-di-tert-butyl-9H-carbazole)